CC1=CC=C(C=C1)S(=O)(=O)O.C(CCC)C=1N=C2N(N=C(C=C2)OC\C(\CN)=C\F)C1 (E)-2-(((2-butylimidazo[1,2-b]pyridazin-6-yl)oxy)methyl)-3-fluoroprop-2-en-1-amine 4-methylbenzenesulfonate